5-(2,4-difluorobenzyl)-N-(2-(dimethylamino)ethyl)-1-isobutyl-1H-indazole-6-carboxamide FC1=C(CC=2C=C3C=NN(C3=CC2C(=O)NCCN(C)C)CC(C)C)C=CC(=C1)F